N-(5-((2-chloropyridin-4-yl)oxy)-4-phenylthiazol-2-yl)-1,1-diphenylmethanimine ClC1=NC=CC(=C1)OC1=C(N=C(S1)N=C(C1=CC=CC=C1)C1=CC=CC=C1)C1=CC=CC=C1